C(C)(C)(C)C1N=CC=2N(N=C3C(=CC=CC23)OC)C1 3-(tert-butyl)-7-methoxy-3,4-dihydropyrazino[1,2-b]indazole